methyl 8-(spiro[2.5]oct-5-en-6-yl)quinoline-3-carboxylate C1CC12CC=C(CC2)C=2C=CC=C1C=C(C=NC21)C(=O)OC